O=[Sn]O oxo-hydroxy-tin